O=C1NC(CCC1N1C(N(C2=C1C=CC=C2N2CC(C2)CO[C@@H]2[C@H](CN(CC2)C(=O)OC(C)(C)C)F)C)=O)=O tert-butyl (3S,4S)-4-[[1-[1-(2,6-dioxo-3-piperidyl)-3-methyl-2-oxo-benzimidazol-4-yl] azetidin-3-yl]methoxy]-3-fluoro-piperidine-1-carboxylate